C(C1=CC=CC=C1)OC1=CC=C(C=N1)C1=CC=2C(=NC=CC2C=2C=C3C(=NNC3=CC2)N)N1 5-(2-(6-(Benzyloxy)pyridin-3-yl)-1H-pyrrolo[2,3-b]pyridin-4-yl)-1H-indazol-3-amine